Dimethyl 5-(2-((2-oxo-2-phenyl-1λ2-ethyl)amino)acetamido)isophthalate O=C([C]NCC(=O)NC=1C=C(C=C(C(=O)OC)C1)C(=O)OC)C1=CC=CC=C1